FC(C(=O)O)(F)F.C(#N)C=1C(=NC(=C(C1CC)C#N)N1CCC(CC1)N1CCCC1)SCC1=CC=C(CNC(C)=O)C=C1 N-(4-((3,5-dicyano-4-ethyl-6-(4-(pyrrolidin-1-yl)piperidin-1-yl)pyridin-2-ylsulfanyl)methyl)benzyl)acetamide trifluoroacetate